[3-[6-[(2S)-2-[(3R)-3-benzyloxybutoxy]propoxy]pyrazin-2-yl]-1-tetrahydropyran-2-yl-indazol-5-yl]oxy-tert-butyl-dimethyl-silane C(C1=CC=CC=C1)O[C@@H](CCO[C@H](COC1=CN=CC(=N1)C1=NN(C2=CC=C(C=C12)O[Si](C)(C)C(C)(C)C)C1OCCCC1)C)C